2-(2H-1,2,3-triazol-2-yl)propanoate N=1N(N=CC1)C(C(=O)[O-])C